ClC1=CN=C(C=C1C(=O)NC1=CC(=CC(=C1)CC1=NC=CC=C1)Cl)N1S(CCC1)(=O)=O 5-chloro-N-(3-chloro-5-(pyridin-2-ylmethyl)phenyl)-2-(1,1-dioxidoisothiazolidin-2-yl)isonicotinamide